C(#N)C1=C(C=CC(=C1)OC)NC(COC=1C=CC=C2C(=NN(C12)C)C1C(NC(CC1)=O)=O)=O N-(2-Cyano-4-methoxyphenyl)-2-((3-(2,6-dioxopiperidin-3-yl)-1-methyl-1H-indazol-7-yl)oxy)acetamide